6,7-dichloro-N-[5-(3,3-difluoropropyl)-4-methoxy-pyrimidin-2-yl]-1H-indole-3-sulfonic acid amide ClC1=CC=C2C(=CNC2=C1Cl)S(=O)(=O)NC1=NC=C(C(=N1)OC)CCC(F)F